{5-[5-(difluoromethyl)-1,3,4-oxadiazol-2-yl]-1,3-thiazol-2-yl}methyl-N-[1-(propan-2-yl)-1H-pyrazol-4-yl]ethane-1-sulfonamide FC(C1=NN=C(O1)C1=CN=C(S1)CC(C)S(=O)(=O)NC=1C=NN(C1)C(C)C)F